(2S,4R)-1-[(2S)-2-(4-cyclopropyltriazol-1-yl)-3,3-dimethyl-butanoyl]-N-[(1S)-1-[3-[2-(dimethylamino)ethoxy]phenyl]ethyl]-4-hydroxy-pyrrolidine-2-carboxamide C1(CC1)C=1N=NN(C1)[C@H](C(=O)N1[C@@H](C[C@H](C1)O)C(=O)N[C@@H](C)C1=CC(=CC=C1)OCCN(C)C)C(C)(C)C